N[C@](C(=O)O)(CC1=C(C=C(C=C1)C=1BC=CC1)N)C (S)-2-amino-3-(2-amino-4-borolylphenyl)-2-methylpropanoic acid